ClC=1C=C(C(C(=O)O)=CC1C(F)(F)F)C(=O)O 4-chloro-5-(trifluoromethyl)phthalic acid